tert-butyl ((1S,3R)-3-((1-((2-chloropyrimidin-5-yl)amino)isoquinolin-6-yl)oxy)cyclohexyl)carbamate ClC1=NC=C(C=N1)NC1=NC=CC2=CC(=CC=C12)O[C@H]1C[C@H](CCC1)NC(OC(C)(C)C)=O